Tert-butyl 3-(5-(1-ethyl-1,4,5,6-tetrahydropyrrolo[3,4-c]pyrazole-5-carbonyl)-7-(2-methoxyphenyl)-1H-indol-2-yl)-5,6-dihydropyridine-1(2H)-carboxylate C(C)N1N=CC2=C1CN(C2)C(=O)C=2C=C1C=C(NC1=C(C2)C2=C(C=CC=C2)OC)C=2CN(CCC2)C(=O)OC(C)(C)C